(5-(trifluoromethyl)-1H-pyrazol-3-yl)methylamine dihydrochloride Cl.Cl.FC(C1=CC(=NN1)CN)(F)F